FC1=CC=C(C=C1)N(C(=O)C1(CC1)C(=O)N)C1=CC(=C(C=C1)OC=1C=2N(C=CC1)C=CN2)C N-(4-fluorophenyl)-N-(4-(imidazo[1,2-a]pyridin-8-yloxy)-3-methylphenyl)cyclopropane-1,1-dicarboxamide